Cl.NC=1C(N(C(N(C1N)CC)=O)CC)=O 5,6-Diamino-1,3-diethylpyrimidine-2,4(1H,3H)-dione hydrochloride